C(C(C)C)[Zn].[Br] bromine (isobutyl)zinc